(7aS,9S,11aS)-9-hydroxy-6-(methoxymethoxy)-8,8,11a-trimethyl-3-phenyl-7a,8,9,10,11,11a-hexahydro-1H,7H-pyrano[2,3-c]xanthen-1-one O[C@H]1CC[C@@]2(OC=3C4=C(C=C(C3C[C@H]2C1(C)C)OCOC)OC(=CC4=O)C4=CC=CC=C4)C